C(#N)C1(CC1)N(S(=O)(=O)C=1C=C(C=2N(C1)C(=CN2)C2=CN=C(S2)C)N2CCN(CC2)C(C(C)C)=O)CC2=CC=C(C=C2)OC N-(1-cyanocyclopropyl)-8-(4-isobutyrylpiperazin-1-yl)-N-(4-methoxybenzyl)-3-(2-methylthiazol-5-yl)imidazo[1,2-a]pyridin-6-sulfonamide